N-Methyl-6-(pyridin-4-yl)-N-((tetrahydro-2H-pyran-4-yl)methyl)-7H-pyrrolo[2,3-d]pyrimidin-4-amine CN(C=1C2=C(N=CN1)NC(=C2)C2=CC=NC=C2)CC2CCOCC2